CN1CCC(CC1)C(=O)N 1-methyl-piperidine-4-carboxylic acid amide